NC([C@@H](CC(=O)OCC1=CC=CC=C1)NC(=O)OC(C)(C)C)=O benzyl (R)-4-amino-3-((tert-butoxycarbonyl) amino)-4-oxobutyrate